9-(3,5-difluoro-4-(1-methyl-4-(trifluoromethyl)-1H-imidazol-2-yl)benzyl)-2-(2-isopropylpyridin-3-yl)-7-methyl-7,9-dihydro-8H-purin-8-one FC=1C=C(CN2C3=NC(=NC=C3N(C2=O)C)C=2C(=NC=CC2)C(C)C)C=C(C1C=1N(C=C(N1)C(F)(F)F)C)F